(6-chloro-2,3,4-trihydroxyphenyl)(phenyl)methanone ClC1=CC(=C(C(=C1C(=O)C1=CC=CC=C1)O)O)O